FC1=C2C(=NC=C1)N(C=C2)[Si](C(C)C)(C(C)C)C(C)C (4-fluoropyrrolo[2,3-b]pyridin-1-yl)-triisopropyl-silane